(Ra)-(3R)-N-[6-(5-chloro-1,3-benzoxazol-2-yl)spiro[3.3]heptan-2-yl]-1-methyl-5-oxo-pyrrolidine-3-carboxamide ClC=1C=CC2=C(N=C(O2)C2CC3(CC(C3)NC(=O)[C@H]3CN(C(C3)=O)C)C2)C1